1-(6-(tert-butoxy)hexyl)-N-(tert-butyl)-1-(1,2-dimethyl-3H-benzo[B]cyclopenta[d]thiophen-3-yl)-1-methylsilanamine C(C)(C)(C)OCCCCCC[Si](NC(C)(C)C)(C)C1C(=C(C=2C3=C(SC21)C=CC=C3)C)C